C(C)(=O)N[C@@H](CSCC(O)C(N)=O)C(=O)O N-acetyl-S-(2-carbamoyl-2-hydroxyethyl)-L-cysteine